2-(3-(5-(3-(3-chlorophenyl)-1H-pyrazol-1-yl)-7-morpholinopyrazolo[1,5-a]pyrimidin-2-yl)-5-methyl-1H-pyrazol-1-yl)-N,N-dimethylethanamine ClC=1C=C(C=CC1)C1=NN(C=C1)C1=NC=2N(C(=C1)N1CCOCC1)N=C(C2)C2=NN(C(=C2)C)CCN(C)C